CC=1C=C2C(C=C(OC2=C(C1)C(C)NC1=C(C(=O)O)C=CC=C1)N1CC(OCC1)C1=CC=C(C=C1)C(F)(F)F)=O 2-[1-[6-Methyl-4-oxo-2-[2-[4-(trifluoromethyl)phenyl]morpholin-4-yl]chromen-8-yl]ethylamino]benzoic acid